(R)-2-(4-chlorophenyl)-4-(dimethylamino)-1-(4-((5R,7R)-7-hydroxy-5-methyl-6,7-dihydro-5H-cyclopenta[d]pyrimidin-4-yl)piperazin-1-yl)butan-1-one ClC1=CC=C(C=C1)[C@H](C(=O)N1CCN(CC1)C=1C2=C(N=CN1)[C@@H](C[C@H]2C)O)CCN(C)C